4-[[2-(cyclopropylmethyl)-4-[3-[2-(1-cyclopropyl-4-piperidyl)ethynyl]phenyl]-1H-pyrrol-3-yl]methyl]-2-fluoro-benzenesulfonamide C1(CC1)CC=1NC=C(C1CC1=CC(=C(C=C1)S(=O)(=O)N)F)C1=CC(=CC=C1)C#CC1CCN(CC1)C1CC1